ClC1=C(C(=CC=2NC=NC21)Cl)C2=C(C=CC=C2)OCC 4,6-dichloro-5-(2-ethoxyphenyl)-1H-benzo[d]imidazol